C(C)(C)(C)NC(=O)C1=NC=CC(=C1)NC(CC1=C(C=CC(=C1)C(C)(C)C)OC)=O N-tert-butyl-4-[[2-(5-tert-butyl-2-methoxy-phenyl)acetyl]amino]pyridine-2-carboxamide